Cl.C(N)([2H])[2H] methane-d2-amine hydrochloride